FC1=CC=C(C=C1)C[C@H](C(=O)N1CCC(CC1)C1=CC(=CC=C1)C=1C=NC(=CC1)CO)C (R)-3-(p-fluorophenyl)-1-(4-{m-[6-(hydroxymethyl)-3-pyridyl]phenyl}-1-piperidyl)-2-methyl-1-propanone